N-(2-(10-(2-(Cyclohexylamino)-2-oxoethyl)-2-ethyl-4-oxo-4,10-dihydrobenzo[4,5]imidazo[1,2-a]pyrimidin-3-yl)phenyl)acrylamide C1(CCCCC1)NC(CN1C2=C(N3C1=NC(=C(C3=O)C3=C(C=CC=C3)NC(C=C)=O)CC)C=CC=C2)=O